C(C)N(CCCN)CC N1,N1-diethyl-propane-1,3-diamine